dibenzyl 6-(2-benzyloxycarbonyl-2-oxoethyl)-5-nitro-8-fluoroquinoline-2,4-dicarboxylate C(C1=CC=CC=C1)OC(=O)C(CC=1C(=C2C(=CC(=NC2=C(C1)F)C(=O)OCC1=CC=CC=C1)C(=O)OCC1=CC=CC=C1)[N+](=O)[O-])=O